FC(C(C(F)(F)F)(F)F)F anti-heptafluoropropane